hydroxyacetphenone OCC(=O)C1=CC=CC=C1